[Zn].C(C=1C(O)=CC=CC1)(=O)O salicylic acid zinc